trans-1-acryloyl-4-((4-(4-(trifluoromethyl)phenyl)phthalazin-1-yl)amino)pyrrolidine-3-carbonitrile C(C=C)(=O)N1C[C@H]([C@@H](C1)NC1=NN=C(C2=CC=CC=C12)C1=CC=C(C=C1)C(F)(F)F)C#N